BrC1=C(C=C(C=C1)CN(C(=O)C=1C=NC(=NC1)C(F)(F)F)C=1C(=NC=CC1)S(=O)(=O)C)[N+](=O)[O-] N-[(4-bromo-3-nitrophenyl)methyl]-N-(2-methanesulfonylpyridin-3-yl)-2-(trifluoromethyl)pyrimidine-5-carboxamide